methyl (S)-3-(8-(2,6-dichloro-4-fluorophenyl)chroman-5-yl)-2-(2,6-difluoro-4-(methylsulfonamido)benzamido)propanoate ClC1=C(C(=CC(=C1)F)Cl)C=1C=CC(=C2CCCOC12)C[C@@H](C(=O)OC)NC(C1=C(C=C(C=C1F)NS(=O)(=O)C)F)=O